1,3,5-trichloro-1,3,5-trisilacyclohexane Cl[SiH]1C[SiH](C[SiH](C1)Cl)Cl